N[C@H]1CN(CCC1)C(=O)C1=NN(C(=C1)C1=CC(=C(C#N)C=C1)F)C1=C(C=C(C=C1)N1CCCC1)Cl (R)-4-(3-(3-Aminopiperidin-1-carbonyl)-1-(2-chloro-4-(pyrrolidin-1-yl)phenyl)-1H-pyrazol-5-yl)-2-fluorobenzonitril